N[C@H]1CN(CCC1)C1=CN=CC(=N1)NC1=NNC(=C1)OC(F)F (R)-6-(3-aminopiperidin-1-yl)-N-(5-(difluoromethoxy)-1H-pyrazol-3-yl)pyrazin-2-amine